COCCN1C(=NC2=C1C=CC=C2)C=2N=C(C1=C(N2)C(=CS1)C1=NC=CC=C1)O 2-(1-(2-Methoxyethyl)-1H-benzo[d]imidazol-2-yl)-7-(pyridin-2-yl)thieno[3,2-d]pyrimidin-4-ol